NC=1C=C2C=NN(C2=CC1C1=CSC=C1)CCC(C)(O)C 4-(5-amino-6-(thiophene-3-yl)-1H-indazol-1-yl)-2-methylbutan-2-ol